N-(1-(2-ethoxy-5-fluorophenyl)ethyl)-3-(1H-pyrazol-4-yl)pyrazolo[1,5-a]pyrimidin-5-amine C(C)OC1=C(C=C(C=C1)F)C(C)NC1=NC=2N(C=C1)N=CC2C=2C=NNC2